[U].[V] Vanadium-uranium